C1(CC1)NS(=O)(=O)C=1C=NN(C1)C1=CC=C(C=C1)C1=NOC(=N1)C(F)(F)F N-cyclopropyl-1-(4-(5-(trifluoromethyl)-1,2,4-oxadiazol-3-yl)phenyl)-1H-pyrazole-4-sulfonamide